6-(5-((3-isopropylphenyl)amino)pyridin-3-yl)benzo[d]oxazol-2(3H)-one C(C)(C)C=1C=C(C=CC1)NC=1C=C(C=NC1)C1=CC2=C(NC(O2)=O)C=C1